N-(3,5-dichloro-4-((5-isopropyl-6-oxo-1,6-dihydropyridazin-3-yl)oxy)phenyl)acetamide ClC=1C=C(C=C(C1OC1=NNC(C(=C1)C(C)C)=O)Cl)NC(C)=O